4-(5-fluoropyridin-3-yl)isoindolin-1-one FC=1C=C(C=NC1)C1=C2CNC(C2=CC=C1)=O